3-(5-(trifluoromethyl)pyrimidin-2-yl)-3,8-diazabicyclo(3.2.1)octane Hydrochloride Cl.FC(C=1C=NC(=NC1)N1CC2CCC(C1)N2)(F)F